(R)-4-morpholino-4-oxo-N-((R)-4-phenyl-1-((3aS,4S,6S,7aR)-3a,5,5-trimethyl-hexahydro-4,6-methanobenzo[d][1,3,2]dioxaborol-2-yl)butyl)-2-(phenylamino)butanamide O1CCN(CC1)C(C[C@H](C(=O)N[C@@H](CCCC1=CC=CC=C1)B1O[C@@]2([C@H](O1)C[C@H]1C([C@@H]2C1)(C)C)C)NC1=CC=CC=C1)=O